2-hydroxy-6-(3,4,5-trimethoxybenzylamino)purine 1-ribosyl-imidazoleacetate C1([C@H](O)[C@H](O)[C@H](O1)CO)N1C(=NC=C1)CC(=O)O.OC1=NC(=C2NC=NC2=N1)NCC1=CC(=C(C(=C1)OC)OC)OC